tert-butyl benzyl((E)-5-((2R,3S,4R,5R)-5-(5-bromo-4-chloro-7H-pyrrolo[2,3-d]pyrimidin-7-yl)-3,4-dihydroxytetrahydrofuran-2-yl)pent-4-en-1-yl)carbamate C(C1=CC=CC=C1)N(C(OC(C)(C)C)=O)CCC\C=C\[C@H]1O[C@H]([C@@H]([C@@H]1O)O)N1C=C(C2=C1N=CN=C2Cl)Br